C1=NC=CC2=C(C=CC=C12)CN 1-(isoquinolin-5-yl)methylamine